NC1=NC=NN2C1=C(C=C2C=2C=NC(=C(C(=O)N[C@@H]1CN(C[C@@H]1F)CC(C(F)(F)F)(C=1SC=CN1)O)C2)OC)C(F)(F)F 5-(4-Amino-5-(trifluoromethyl)pyrrolo[2,1-f][1,2,4]triazin-7-yl)-N-((3R,4S)-4-fluoro-1-(3,3,3-trifluoro-2-hydroxy-2-(thiazol-2-yl)propyl)pyrrolidin-3-yl)-2-methoxynicotinamid